COC1=CC=C2C(=CC=NC2=C1)OC1=CC=C(C=C1)S(=O)(N(C)C)=N 4-((7-methoxyquinolin-4-yl)oxy)-N,N-dimethylbenzenesulfonimidamide